ClC1=NC=CC(=N1)COC1=CC=C(C=C1)C(C)(C)C1=CC=C(OC2CC(C2)NC(OC(C)(C)C)=O)C=C1 tert-butyl ((1r,3r)-3-(4-(2-(4-((2-chloropyrimidin-4-yl)methoxy) phenyl)propan-2-yl)phenoxy)cyclobutyl)carbamate